C(C)(C)(C)OC(=O)N1[C@H](CN(C[C@H]1C)C1=C2C=CC=NC2=C(C=N1)C(=O)O)C 5-[(3S,5R)-4-tert-butoxycarbonyl-3,5-dimethyl-piperazin-1-yl]-1,6-naphthyridine-8-carboxylic acid